1-[(4-Ethyl-5-oxomorpholin-2-yl)methyl]-4-methyl-5-({2-[6-(2,2,2-trifluoroethyl)quinazolin-4-yl]-2,7-diazaspiro[3.5]non-7-yl}methyl)-1H-indole-2-carbonitrile C(C)N1CC(OCC1=O)CN1C(=CC2=C(C(=CC=C12)CN1CCC2(CN(C2)C2=NC=NC3=CC=C(C=C23)CC(F)(F)F)CC1)C)C#N